C(=O)(OC(C)(C)C)NCCOC1=CC(=CC=C1)Br Boc-2-(3-bromophenoxy)ethylamine